methyl 3-fluoro-4-(piperazin-1-ylmethyl)benzoate dihydrochloride Cl.Cl.FC=1C=C(C(=O)OC)C=CC1CN1CCNCC1